2-(4-chloro-3-fluorophenoxy)-N-[(1R,5S,6R)-3-[5-(4-chlorophenyl)-1,3,4-oxadiazol-2-yl]-3-azabicyclo[3.1.0]hexan-6-yl]acetamide ClC1=C(C=C(OCC(=O)NC2[C@@H]3CN(C[C@H]23)C=2OC(=NN2)C2=CC=C(C=C2)Cl)C=C1)F